FC(C(=O)O)(F)F.NCC=1C=C(C2=C(CCO2)C1C(C(C)O)O)C1=CC=C(C=C1)OC(F)(F)F 1-(5-(Aminomethyl)-7-(4-(trifluoromethoxy)phenyl)-2,3-dihydrobenzofuran-4-yl)propane-1,2-diol 2,2,2-trifluoroacetate